(S)-1-(3-(benzothien-3-yl)-2-(dimethylamino)propyl)-3-((S)-1-(thiophen-3-yl)propan-2-yl)urea S1C=C(C2=C1C=CC=C2)C[C@@H](CNC(=O)N[C@H](CC2=CSC=C2)C)N(C)C